ClC=1C=NC(=NC1)OC1=C(C=CC=C1)C(C#N)CCCCC 2-[(5-chloro-2-pyrimidinyl)oxy]-α-pentylphenylacetonitrile